BrC1=CN(C=2N=CN=C(C21)NCC2=NC(=CC=C2)N2C[C@H](N[C@H](C2)C)C)COCC[Si](C)(C)C 5-bromo-N-((6-((3R,5S)-3,5-dimethylpiperazin-1-yl)pyridin-2-yl)methyl)-7-((2-(trimethylsilyl)ethoxy)methyl)-7H-pyrrolo[2,3-d]pyrimidin-4-amine